BrC=1N(N=C2C1N=C(N=C2N[C@H](C)C=2C=NC1=CC=CC=C1C2)N2CCN(CC2)C(C)=O)C(C)CC 1-{4-[3-bromo-2-sec-butyl-7-((R)-1-quinolin-3-yl-ethylamino)-2H-pyrazolo[4,3-d]pyrimidin-5-yl]-piperazin-1-yl}-ethanone